COC(=O)N1CC(C1)C1=NN=C(N1)C1=CC(=C(C(=C1)NC(=O)C1=CN=C2N1C=CC=C2)C)F 3-(5-(3-fluoro-5-(imidazo[1,2-a]pyridine-3-carboxamido)-4-methylphenyl)-4H-1,2,4-triazol-3-yl)azetidine-1-carboxylic acid methyl ester